C(C)SC=1C(=NC=C(C1)OC1=NC=CC=C1)C1=NC=C2N1C=CC=C2OCC(C(F)(F)F)(F)F 3-[3-ethylsulfanyl-5-(2-pyridyloxy)-2-pyridyl]-8-(2,2,3,3,3-pentafluoropropoxy)imidazo[1,5-a]pyridine